tert-butyl N-(8-bromo-7-chloro-2,3-dihydro-[1,4]dioxino[2,3-b]pyridin-6-yl)carbamate BrC1=C2C(=NC(=C1Cl)NC(OC(C)(C)C)=O)OCCO2